BrC1=CC(=C(N1COCC[Si](C)(C)C)C1=C(C=C(C=C1)Cl)Cl)C#N 5-bromo-2-(2,4-dichlorophenyl)-1-{[2-(trimethylsilyl)ethoxy]methyl}-1H-pyrrole-3-carbonitrile